C(C1=CC=CC=C1)OCCCCCC(=O)N1C[C@@H]([C@H]([C@H](C1)O)O)NC(C)=O N-[(3S,4R,5S)-1-(6-benzyloxyhexanoyl)-4,5-dihydroxy-3-piperidyl]acetamide